C1(CCCC1)CC(=O)N1CC2=C(CC1)N=C(S2)N2C1CN(CC2CC1)C 2-cyclopentyl-1-(2-(3-methyl-3,8-diazabicyclo[3.2.1]octan-8-yl)-6,7-dihydrothiazolo[5,4-c]pyridin-5(4H)-yl)ethan-1-one